C(=O)(O)C1=CC(=C(C(=O)NC2=CC(=NC=C2)C(=O)O)C=C1O)O 4-(4-carboxy-2,5-dihydroxybenzoylamino)picolinic acid